O1CC(CC1)OC1=NC=C(C=C1)B1OC(C(O1)(C)C)(C)C 2-((tetrahydrofuran-3-yl)oxy)-5-(4,4,5,5-tetramethyl-1,3,2-dioxaborolan-2-yl)pyridine